[N+](#[C-])CCCCCCCCCCCC 1-isocyanododecane